C[N-]CCCCCCCCCCCCCCCCCC N-methyl-octadecyl-amide